tert-butyl N-tert-butoxycarbonyl-N-[4-(3,4-difluorophenyl)-2-nitro-phenyl]carbamate C(C)(C)(C)OC(=O)N(C(OC(C)(C)C)=O)C1=C(C=C(C=C1)C1=CC(=C(C=C1)F)F)[N+](=O)[O-]